C1(=CC=CC=C1)CCNC(C=CC1=CC=CC=C1)=O N-2-Phenylethylcinnamamide